4-(methyl-(quinolin-3-yl)amino)piperidine-1-carboxylic acid tert-butyl ester C(C)(C)(C)OC(=O)N1CCC(CC1)N(C=1C=NC2=CC=CC=C2C1)C